2,4,6-trifluorobenzoinethylamine FC1(C(C(=CC(=C1)F)F)C(=O)C(O)C1=CC=CC=C1)CCN